ClC1=C(C=C2C(=C(N(C2=C1F)C)C1=NC(=NN1)C(=O)N1C[C@H](CCC1)O)N1C=NC=C1)OC (S)-(5-(6-chloro-7-fluoro-3-(1H-imidazol-1-yl)-5-methoxy-1-methyl-1H-indol-2-yl)-1H-1,2,4-triazol-3-yl)(3-hydroxypiperidin-1-yl)methanone